C(C)(=O)OCCC1=C(C=CC=C1S(=O)(=O)NC(C)(C)C)Br 2-(2-bromo-6-{[(2-methylprop-2-yl)amino]dioxo-1λ6-sulfanyl}phenyl)ethyl acetate